C(C)OC1=C(C=C(C=N1)C1=CC(=C2C(=N1)N=C(N2)NC(=O)C2=CC=C(C=N2)CCCC(=O)O)N(C)CC2(CCCCC2)COC)C(F)(F)F 4-[6-({5-[6-Ethoxy-5-(trifluoromethyl)pyridin-3-yl]-7-({[1-(methoxymethyl)cyclohexyl]methyl}(methyl)amino)-1H-imidazo[4,5-b]pyridin-2-yl}carbamoyl)pyridin-3-yl]butanoic acid